C(C=C)(=O)N1CC(CCC1)N1N=C(C=2C1=NC=NC2N)C(=O)O 1-acryloylpiperidin-3-yl-4-amino-1H-pyrazolo[3,4-d]pyrimidine-3-carboxylic acid